N-(6-(4-methylpiperazin-1-yl)pyridin-3-yl)-3-(thieno[2,3-c]pyridin-2-yl)-1H-pyrrolo[2,3-b]pyridine-5-carboxamide CN1CCN(CC1)C1=CC=C(C=N1)NC(=O)C=1C=C2C(=NC1)NC=C2C2=CC=1C(=CN=CC1)S2